N-((1,6-dimethyl-1H-benzimidazol-7-yl)methyl)-3,5-difluoro-4-methoxybenzamide CN1C=NC2=C1C(=C(C=C2)C)CNC(C2=CC(=C(C(=C2)F)OC)F)=O